trans-[4-(8-Methoxy-2-methyl-[1,2,4]triazolo[1,5-a]pyridin-6-ylmethyl)-cyclohexyl]-[(S)-3-(2-methyl-thiazol-4-yl)-isoxazolidin-2-yl]-methanone COC=1C=2N(C=C(C1)C[C@@H]1CC[C@H](CC1)C(=O)N1OCC[C@H]1C=1N=C(SC1)C)N=C(N2)C